(2,3-epoxypropoxy)methane C(C1CO1)OC